Heptadecan-9-yl 8-((4-acetamidobutyl)(8-(nonyloxy)-8-oxooctyl)amino)octanoate Benzyl-(4,4-diethoxybutyl)carbamate C(C1=CC=CC=C1)N(C(O)=O)CCCC(OCC)OCC.C(C)(=O)NCCCCN(CCCCCCCC(=O)OC(CCCCCCCC)CCCCCCCC)CCCCCCCC(=O)OCCCCCCCCC